methyl 3-(N-(4-chloro-5-cyano-2-(2-(10,10-dimethyl-2-(2,2,2-trifluoroacetyl)-5,7-dioxa-2-aza-10-silaundecyl)piperidin-1-yl)phenyl)sulfamoyl)-4-hydroxybenzoate ClC1=CC(=C(C=C1C#N)NS(=O)(=O)C=1C=C(C(=O)OC)C=CC1O)N1C(CCCC1)CN(CCOCOCC[Si](C)(C)C)C(C(F)(F)F)=O